C(=O)(O)C=1C=C(C=C(C1)N1N=NC(=C1)C1=CC(=C(C(=O)O)C=C1)C(F)(F)F)N1N=NC(=C1)C1=CC(=C(C(=O)O)C=C1)C(F)(F)F 4,4'-((5-carboxy-1,3-phenylene)bis(1H-1,2,3-triazole-1,4-diyl))bis(2-(trifluoromethyl)benzoic acid)